BrC=1C(=CC(=NC1OC)C(=O)OC)C Methyl 5-bromo-6-methoxy-4-methylpicolinate